FC=1C=C(C=CC1OC1CC(CC1)OC)NC(=O)C=1N=C(OC1CC(F)(F)F)N1CCCC1 N-{3-fluoro-4-[(3-methoxycyclopentyl)oxy]phenyl}-2-(pyrrolidin-1-yl)-5-(2,2,2-trifluoroethyl)oxazole-4-carboxamide